4-((4-aminophenyl)methyl)-3-phenylaniline NC1=CC=C(C=C1)CC1=C(C=C(N)C=C1)C1=CC=CC=C1